3-Bromo-N-(4-(N,N-diethylsulfamoyl)phenyl)-4-methoxybenzamide BrC=1C=C(C(=O)NC2=CC=C(C=C2)S(N(CC)CC)(=O)=O)C=CC1OC